p-benzyloxyphenylcarbinol C(C1=CC=CC=C1)OC1=CC=C(C=C1)CO